(8-(trifluoromethyl)quinolin-6-yl)methanol FC(C=1C=C(C=C2C=CC=NC12)CO)(F)F